NCC(=O)NC1=CC=C(C=C1)N1N=C(C=C1C1=CC=2C=CC3=CC=CC=C3C2C=C1)C(F)(F)F 2-amino-N-[4-[5-phenanthren-2-yl-3-(trifluoromethyl)pyrazol-1-yl]phenyl]acetamide